dimethyl 2-(5-bromo-3-fluoro-2-(trifluoromethyl)phenyl)malonate BrC=1C=C(C(=C(C1)C(C(=O)OC)C(=O)OC)C(F)(F)F)F